FC(C(=O)OC(C(F)(F)F)=O)(F)F trifluoroacetic acid (anhydride)